hexamethyl-terphenyl CC1=C(C(=CC=C1)C1=C(C(=C(C(=C1C)C)C)C)C)C1=CC=CC=C1